ClC1=CC=C(OCC(=O)NC2=CC=C(C=C2)NC(COC2=CC=C(C=C2)Cl)=O)C=C1 2-(4-Chlorophenoxy)-N-[4-[[2-(4-chlorophenoxy)acetyl]amino]phenyl]acetamide